4,10-difluoro-3-imidazol-1-yl-2,3-dihydro-1H-pyrido[3,2,1-kl]phenothiazine FC1=CC=C2SC=3C=CC(=CC3N3C2=C1C(CC3)N3C=NC=C3)F